C(CCCCCCCCCCCCC)(=O)OCCN(C)C dimethyl-ethanolamine myristate